(1R,2R)-2-[5-(piperidin-1-yl)-1,2,4-thiadiazol-3-yl]Cyclopropyl-benzenesulfonamide N1(CCCCC1)C1=NC(=NS1)[C@H]1[C@@H](C1)C1=C(C=CC=C1)S(=O)(=O)N